6-Iodo-5-methoxy-N-(4-((2-methylpiperidin-1-yl)sulfonyl)phenyl)picolinamide IC1=C(C=CC(=N1)C(=O)NC1=CC=C(C=C1)S(=O)(=O)N1C(CCCC1)C)OC